N-(3-chlorophenyl)-1-(9-(pyridin-2-yl)-6-oxaspiro[4.5]decan-9-yl)methylamine ClC=1C=C(C=CC1)NCC1(CCOC2(CCCC2)C1)C1=NC=CC=C1